CN1N=C2C=CC=C(C2=C1)[N+](=O)[O-] 2-methyl-4-nitro-2H-indazole